1-Methyl-1H-imidazol-2-yl-piperidine hydrochloride Cl.CN1C(=NC=C1)N1CCCCC1